NC=1C=NC2=CC=C(C=C2N1)CN(C(=O)C=1C=NC(=NC1)C(F)(F)F)C1=C(C=CC=C1)S(=O)(=O)C N-[(3-aminoquinoxalin-6-yl)methyl]-N-(2-methanesulfonylphenyl)-2-(trifluoromethyl)pyrimidine-5-carboxamide